N-methoxyethyl-N-methyl-N,N-diethyl-ammonium tetrafluoroborate F[B-](F)(F)F.COCC[N+](CC)(CC)C